(1-(4-amino-6-(trifluoromethyl)pyridin-2-yl)ethyl)-4-methyl-7-morpholinophthalazin-1-amine NC1=CC(=NC(=C1)C(F)(F)F)C(C)C1=C2C(=NN=C(C2=CC(=C1)N1CCOCC1)N)C